(S)-3-((2,4,5-trifluorobenzyl)oxy)-7,8,8a,9-tetrahydropyrrolo[1',2':3,4]imidazo[1,2-c]pyrimidin-1(6H)-one FC1=C(COC=2C=C3N(C(N2)=O)C[C@H]2N3CCC2)C=C(C(=C1)F)F